N1(CCC2C1CNCC2)C=2C(N(C(=NN2)C2=C(C=C(C=C2)OC(F)(F)F)O)C)=O 6-(2,3,3a,4,5,6,7,7a-octahydropyrrolo[2,3-c]pyridin-1-yl)-3-[2-hydroxy-4-(trifluoromethoxy)phenyl]-4-methyl-1,2,4-triazin-5-one